2-({2,2-bis[(prop-2-enoyloxy)methyl]butoxy}methyl)-2-[(prop-2-enoyloxy)methyl]butyl prop-2-enoate C(C=C)(=O)OCC(CC)(COC(C=C)=O)COCC(CC)(COC(C=C)=O)COC(C=C)=O